(Z)-3-fluoro-4-(6-isopropylpyridin-3-ylsulfonyl)but-2-en-1-amine dihydrochloride Cl.Cl.F\C(=C/CN)\CS(=O)(=O)C=1C=NC(=CC1)C(C)C